4-(3-butoxy-4-methoxybenzyl)imidazolidin-2-one C(CCC)OC=1C=C(CC2NC(NC2)=O)C=CC1OC